N1(CCCCC1)C(=O)C1=CC(=CC=C1)OCCNC1=NC(=NC2=CC=CC=C12)N1CCCCC1 piperidin-1-yl(3-(2-((2-(piperidin-1-yl)quinazolin-4-yl)amino)ethoxy)phenyl)methanone